ClC1=C(C=2N=C(N=C(C2C(=N1)O[C@@H](C)[C@@H]1[C@@H]2CC[C@H](CN1)N2C(=O)OCCCC)O)SC)F butyl (1S,2S,5R)-2-((S)-1-((7-chloro-8-fluoro-4-hydroxy-2-(methylthio)pyrido[4,3-d]pyrimidin-5-yl)oxy)ethyl)-3,8-diazabicyclo[3.2.1]octane-8-carboxylate